(R)-cyclobutyl-(2-methylpiperazin-1-yl)methanone C1(CCC1)C(=O)N1[C@@H](CNCC1)C